C(C)OC(=C)C1=C(CO)C=CC(=C1)F 2-(1-ethoxyvinyl)-4-fluorobenzyl alcohol